phenyl-pyrazolylketone C1(=CC=CC=C1)C(=O)C1=NNC=C1